2-(5-Bromopyridin-2-yl)-1-(2,4-difluorophenyl)-2,2-difluoroethanone BrC=1C=CC(=NC1)C(C(=O)C1=C(C=C(C=C1)F)F)(F)F